C(CC)NCCC1=CNC2=CC=CC=C12 N-propyl-tryptamine